8-aminooctanoate NCCCCCCCC(=O)[O-]